tert-butyl 4,6-dihydropyrrolo[3,4-c]pyrazole-5(1H)-carboxylate N1N=CC2=C1CN(C2)C(=O)OC(C)(C)C